1-(2-{[2-(benzyloxy)ethyl]oxy}-5-bromophenyl)ethan-1-one C(C1=CC=CC=C1)OCCOC1=C(C=C(C=C1)Br)C(C)=O